C(C)(C)C1=C(C=C(C=C1)C)O.C1=C(C)C=CC(C(C)C)=C1O thymol (2-isopropyl-5-methylphenol) salt